tert-butyl (R)-(1-(6-acetylpyridin-3-yl)piperidin-3-yl)(cyclobutylmethyl)carbamate C(C)(=O)C1=CC=C(C=N1)N1C[C@@H](CCC1)N(C(OC(C)(C)C)=O)CC1CCC1